[Si](C1=CC=CC=C1)(C1=CC=CC=C1)(C(C)(C)C)OC[C@H](C[C@H](C)S(=O)[O-])C=C.[Na+] SODIUM (2S,4R)-4-(((TERT-BUTYLDIPHENYL SILYL)OXY)METHYL)HEX-5-ENE-2-SULFINATE